OC(CN1C(C2=CC=CC=C2C1=O)=O)C#CC1(CC1)C 2-[2-hydroxy-4-(1-methylcyclopropyl)but-3-yn-1-yl]isoindole-1,3-dione